tributyltetradecylphosphonium bis(2-ethylhexyl)phosphate C(C)C(COP(=O)(OCC(CCCC)CC)[O-])CCCC.C(CCC)[P+](CCCCCCCCCCCCCC)(CCCC)CCCC